2-chloro-2-bromopyran ClC1(OC=CC=C1)Br